(4S)-(3-Oxoprop-1-en-2-yl)-cyclohex-1-enecarbaldehyde O=CC(=C)C1=C(CCCC1)C=O